C1(CCCC1)CNC=1C2=C(N=C(N1)NC1=CC=C(C=3CCOC31)C(=O)N3CCOCC3)NC=C2C(F)(F)F (7-((4-((cyclopentylmeth-yl)amino)-5-(trifluoromethyl)-7H-pyrrolo[2,3-d]pyrimidin-2-yl)amino)-2,3-dihydrobenzo-furan-4-yl)(morpholino)methanone